5-((1-((3-Ethyl-9-fluoro-2-oxo-2,3-dihydro-1H-pyrimido[4,5,6-de]quinazolin-8-yl)methyl)azetidin-3-yl)oxy)-N-methylpicolinamide C(C)N1C(NC2=C(C(=CC=3C2=C1N=CN3)CN3CC(C3)OC=3C=CC(=NC3)C(=O)NC)F)=O